C1(CC1)C1=NC(=CC=C1C1=C(C=CC(=C1)F)O)OC (2-cyclopropyl-6-methoxypyridin-3-yl)-4-fluorophenol